OC(CC[C@@H]1C(NCC1)=O)C(=O)NC (2S)-3-hydroxy-4-(methylamino)-4-oxo-1-((S)-2-oxopyrrolidin-3-yl)butan